3-[2-(2-Aminoethoxy)ethoxy]-N,N-dibenzyl-2-fluoro-3-methyl-butan-1-amine NCCOCCOC(C(CN(CC1=CC=CC=C1)CC1=CC=CC=C1)F)(C)C